4-(cyclopropylamino)-N-(2-methoxy-6-methylphenyl)-2-((4-(4-methylpiperazin-1-yl)phenyl)amino)pyrimidine-5-carboxamide C1(CC1)NC1=NC(=NC=C1C(=O)NC1=C(C=CC=C1C)OC)NC1=CC=C(C=C1)N1CCN(CC1)C